C1(=CC=CC=C1)N1N=C(C=C1C1=CC(=CC=C1)OC(F)(F)F)NC(=O)[C@H]1CNC([C@@H]1C)=O (3R,4R)-4-methyl-5-oxopyrrolidine-3-carboxylic acid [1-phenyl-5-(3-trifluoromethoxyphenyl)-1H-pyrazol-3-yl]amide